Tert-Butyl N-[(Z)-4-(4-bromo-2-isopropyl-benzimidazol-1-yl)-3-fluoro-but-2-enyl]carbamate BrC1=CC=CC=2N(C(=NC21)C(C)C)C/C(=C/CNC(OC(C)(C)C)=O)/F